6-glycinylcarbamoyl-adenosine NCC(=O)NC(=O)C1(C2=NCN([C@H]3[C@H](O)[C@H](O)[C@@H](CO)O3)C2=NC=N1)N